FC(CN1C(=NC(=C1)C(F)(F)F)C1=CC=C(C=C1)CN)F (4-(1-(2,2-difluoroethyl)-4-(trifluoromethyl)-1H-imidazol-2-yl)phenyl)methanamine